COC(=O)[C@@]1(NS(C2=C1C=CC=C2Cl)(=O)=O)C (R)-7-chloro-3-methyl-2,3-dihydrobenzo[d]isothiazole-3-carboxylic acid methyl ester 1,1-dioxide